4-(2-{4-[1-(2,4-dimethylphenyl)-8-methyl-1H-pyrazolo[4,3-c]quinolin-3-yl]-2-methoxyphenoxy}ethyl)morpholine CC1=C(C=CC(=C1)C)N1N=C(C=2C=NC=3C=CC(=CC3C21)C)C2=CC(=C(OCCN1CCOCC1)C=C2)OC